6-methyl-nicotinic acid methylester COC(C1=CN=C(C=C1)C)=O